C1(CC1)CN1C(=CC2=CC(=CC(=C12)C1=C(C=NC=C1)CC)C(=O)N1CCN(CC1)C1=NC=C(C=C1OC)F)C=1CN(CCC1)C(=O)OC(C)(C)C tert-butyl 3-(1-(cyclopropylmethyl)-7-(3-ethylpyridin-4-yl)-5-(4-(5-fluoro-3-methoxypyridin-2-yl)piperazine-1-carbonyl)-1H-indol-2-yl)-5,6-dihydropyridine-1(2H)-carboxylate